tert-Butyl (2S,4S)-4-((tert-butyldiphenylsilyl)oxy)-2-(2-(3-isopropoxy-2-(methoxycarbonyl)-5-methylphenoxy)ethyl)pyrrolidin-1-carboxylate [Si](C1=CC=CC=C1)(C1=CC=CC=C1)(C(C)(C)C)O[C@H]1C[C@@H](N(C1)C(=O)OC(C)(C)C)CCOC1=C(C(=CC(=C1)C)OC(C)C)C(=O)OC